5-((Benzyloxy)methyl)-2-(1-(2-chloro-6-fluorophenoxy)-8-((1,1,1-trifluoropropan-2-yl)oxy)isoquinolin-6-yl)-4-ethyl-2,4-dihydro-3H-1,2,4-triazol-3-one C(C1=CC=CC=C1)OCC=1N(C(N(N1)C=1C=C2C=CN=C(C2=C(C1)OC(C(F)(F)F)C)OC1=C(C=CC=C1F)Cl)=O)CC